FC(C(=O)O)(F)F.COC1=CC2=C3CCCCC3=C(N=C2C=C1OCCCN1CCCC1)NC1CCN(CC1)C(C)C 2-methoxy-N-[1-(propan-2-yl)piperidin-4-yl]-3-[3-(pyrrolidin-1-yl)propoxy]-7,8,9,10-tetrahydrophenanthridin-6-amine trifluoroacetate